5-(3-fluorophenyl)-4-methoxy-N-(4-((4-methylpiperazin-1-yl)methyl)phenyl)-7H-pyrrolo[2,3-d]pyrimidin-2-amine FC=1C=C(C=CC1)C1=CNC=2N=C(N=C(C21)OC)NC2=CC=C(C=C2)CN2CCN(CC2)C